N-methyl-N-(2-phenoxyethyl)-6-(2-azaspiro[5.5]undecan-2-yl)-2-(trifluoromethyl)pyrimidin-4-amine CN(C1=NC(=NC(=C1)N1CC2(CCC1)CCCCC2)C(F)(F)F)CCOC2=CC=CC=C2